C(\C=C\C1=CC(O)=C(O)C=C1)(=O)OCCCCCCCCCCCCCCCC n-hexadecyl caffeate